4-(2-(biphenyl-4-yl)vinyl)-6,6-dimethylbicyclo[3.1.1]hept-3-en-2-one C1(=CC=C(C=C1)C=CC1=CC(C2C(C1C2)(C)C)=O)C2=CC=CC=C2